ClC=1C=C(C=CC1C)N1N=C(C2=C1CCC2)C(=O)N2CCN1CCC2CC1 [1-(3-chloro-4-methylphenyl)-1,4,5,6-tetrahydrocyclopenta[c]pyrazol-3-yl]-(1,4-diazabicyclo[3.2.2]nonan-4-yl)methanone